ClC=1C(=C(C=CC1F)N(C(=O)[C@H]1N(C(N(C1)C(=O)OC(C)(C)C)=O)C1=CC(=C2C(=N1)C(CC2)=O)C(F)(F)F)C)F (S)-Tert-butyl 4-((3-chloro-2,4-difluorophenyl)(methyl)carbamoyl)-2-oxo-3-(7-oxo-4-(trifluoromethyl)-6,7-dihydro-5H-cyclopenta[b]pyridin-2-yl)imidazolidine-1-carboxylate